(3-((1S,4S)-4-((Dimethylamino)methyl)-cyclohexyl)-1,2,3-oxadiazol-3-ium-5-yl)((3-(2-oxo-3-phenylpyrrolidin-1-yl)-5-(trifluoromethyl)-phenyl)carbamoyl)amide CN(C)CC1CCC(CC1)[N+]1=NOC(=C1)[N-]C(NC1=CC(=CC(=C1)C(F)(F)F)N1C(C(CC1)C1=CC=CC=C1)=O)=O